6-(isoquinolin-3-ylmethyl)-2-(pyridin-2-yl)-4,5,6,7-tetrahydro-2H-pyrazolo[3,4-c]pyridin-3-ol C1=NC(=CC2=CC=CC=C12)CN1CC=2C(CC1)=C(N(N2)C2=NC=CC=C2)O